O[C@@H]1CC[C@H](CC1)NC1=NC(=NC=C1)NC1=CC=C(C=C1)NC(CCCCCCC(=O)OC)=O methyl 8-((4-((4-(((trans)-4-hydroxycyclohexyl) amino) pyrimidin-2-yl) amino) phenyl) amino)-8-oxooctanoate